C(=O)C1=C(C=C(C=C1)C1=CN=C(S1)NC(=O)C1CCN(CC1)C)O N-(5-(4-formyl-3-hydroxyphenyl)thiazol-2-yl)-1-methylpiperidine-4-carboxamide